OC1(CCCCC1)CC(=O)N1CCCCC1 2-(1-hydroxycyclohexyl)-1-(piperidin-1-yl)ethan-1-one